C1(CCCC1)S(=O)(=O)C=1C=C(C=CC1)NC(C1=C(N=C(C=C1)N[C@@H]1COCC1)N1CCC2(CC2)CC1)=O (S)-N-(3-(cyclopentylsulfonyl)phenyl)-2-(6-azaspiro[2.5]oct-6-yl)-6-((tetrahydrofuran-3-yl)amino)nicotinamide